1-(4-(10-(naphthalen-2-yl)anthracen-9-yl)phenyl)-2-phenyl-1H-imidazole C1=C(C=CC2=CC=CC=C12)C1=C2C=CC=CC2=C(C2=CC=CC=C12)C1=CC=C(C=C1)N1C(=NC=C1)C1=CC=CC=C1